2-(((1s,4s)-4-((diphenyl-carbamoyloxy)methyl)cyclohexyl)methoxy)acetic acid C1(=CC=CC=C1)N(C(=O)OCC1CCC(CC1)COCC(=O)O)C1=CC=CC=C1